COCC1(CCC(CC1)C=1C(=NN2C1CNCC2)CN(CCN(C(OC(C)(C)C)=O)C)C)COC tert-Butyl (2-(((3-(4,4-bis(methoxymethyl)cyclohexyl)-4,5,6,7-tetrahydropyrazolo[1,5-a]pyrazin-2-yl)methyl)(methyl)amino)ethyl)(methyl)carbamate